C(CCCCCCC)OC=1C=C(C=C(C1)OCCCCCCCC)C=1C2=CC=C(N2)C(C=2C=CC(=C(C3=CC=C(C(C=4C=CC1N4)=P(=O)OCC)N3)C3=CC(=CC(=C3)OCCCCCCCC)OCCCCCCCC)N2)=P(=O)OCC 5,15-di(3,5-dioctyloxyphenyl)-10,20-di(ethoxyphosphoryl)porphyrin